(E)-3-(3-aminophenyl)-1-phenyl-2-propen-1-one NC=1C=C(C=CC1)/C=C/C(=O)C1=CC=CC=C1